O(O)C(C)(C)C 2-hydroperoxy-2-methyl-propane